ClC1=C(C(=C(C=C1OC)OC)Cl)C1=CC2=C(N=C(N=C2)SC)C(=N1)CC(C)(C)C 6-(2,6-dichloro-3,5-dimethoxyphenyl)-2-(methylthio)-8-neopentylpyrido[3,4-d]pyrimidine